OP1OCC(O1)COC=C 2-hydroxy-4-vinyloxymethyl-1,3,2-dioxaphospholane